6-(3-amino-5-fluoro-6-(3-((3-methoxyazetidin-1-yl)methyl)-4-(tetrahydro-2H-pyran-4-yl)phenyl)pyrazin-2-yl)-3,4-dihydroisoquinolin-1(2H)-one NC=1C(=NC(=C(N1)F)C1=CC(=C(C=C1)C1CCOCC1)CN1CC(C1)OC)C=1C=C2CCNC(C2=CC1)=O